3-(7-((4-(dimethylamino)cyclohexyl)amino)-3-ethyl-1,1-dioxidobenzo[b]thiophen-2-yl)prop-2-yn CN(C1CCC(CC1)NC1=CC=CC2=C1S(C(=C2CC)C#CC)(=O)=O)C